4-(boc-aminomethyl)piperidine C(=O)(OC(C)(C)C)C(C1CCNCC1)N